BrCCCCCCOC(CCCCCCC)O[Si](O[Si](OCCCCCCCC)(C)C)(C)C 1-((1-((6-bromohexyl)oxy)octyl)oxy)-1,1,3,3-tetramethyl-3-(octyloxy)disiloxan